COC1=CC=C(COC=2C(=NC=CC2)C(C)=O)C=C1 1-(3-((4-methoxybenzyl)oxy)-pyridin-2-yl)ethan-1-one